C(C1=CN=CC=C1)(=O)OC1=C(C(=CC(=C1)Cl)C=NC1=CC=C(C=C1)Cl)OC(C(C)C)=O 5-chloro-3-((4-chloro-phenylimino)methyl)-2-(isobutyryloxy)phenyl nicotinate